(pyrrolidin-1-yl) phenylcarbamate C1(=CC=CC=C1)NC(ON1CCCC1)=O